1-[4-(3-fluorophenoxy)-6-(trifluoromethyl)pyrimidin-2-yl]-4-(pyrrolidin-1-ylmethyl)piperidin-4-ol FC=1C=C(OC2=NC(=NC(=C2)C(F)(F)F)N2CCC(CC2)(O)CN2CCCC2)C=CC1